C1(=C(C=CC=C1)C1=C(C2=C(SC3=C2C=CC=C3)C=C1)C1=C(C=CC=C1)C1=NN=NC(=C1C1=CC=CC=C1)C1=CC=CC=C1)C1=CC=CC=C1 biphenylyl[(diphenyl-triazinyl)phenyl]dibenzothiophene